(1R,3s,5S)-tert-butyl 3-(6-chloro-4-(methoxy(methyl)carbamoyl)pyridazin-3-ylamino)-8-azabicyclo[3.2.1]octane-8-carboxylate ClC1=CC(=C(N=N1)NC1C[C@H]2CC[C@@H](C1)N2C(=O)OC(C)(C)C)C(N(C)OC)=O